CC(CC)C(CCCCCC)=O 3-methyl-4-decanone